tert-butyl (3R,4R)-3-fluoro-4-{[(4-fluorophenyl)methyl]amino}piperidine-1-carboxylate F[C@@H]1CN(CC[C@H]1NCC1=CC=C(C=C1)F)C(=O)OC(C)(C)C